BrC1=CC(=C2C(N(C(C2=C1)=O)C1C(NC(CC1)=O)=O)=O)O 6-bromo-2-(2,6-dioxo-3-piperidyl)-4-hydroxy-isoindoline-1,3-dione